N-(4-anilinophenyl)maleimide methyl-2-(4-cyclopropyl-6-methoxy-pyrimidin-5-yl)-6-methylsulfonyl-pyrimidine-4-carboxylate COC(=O)C1=NC(=NC(=C1)S(=O)(=O)C)C=1C(=NC=NC1OC)C1CC1.N(C1=CC=CC=C1)C1=CC=C(C=C1)N1C(C=CC1=O)=O